FC1=CC=C(OC2COC2)C=C1 3-(4-fluorophenoxy)oxetane